C(C)(C)(C)[Si](C)(C)OC1=CC(=C(C=C1)N=C=O)F tert-butyl-(3-fluoro-4-isocyanatophenoxy)dimethylsilane